C(C)(C)(C)OC(=O)N1C(CNCC1)C1=NC=NC2=C(C=C(C=C12)Cl)F 6-chloro-8-fluoroquinazolin-4-yl-piperazine-1-carboxylic acid tert-butyl ester